N1C=C(C2=CC=CC=C12)CC(C(=O)O)=O INDOLE-3-PYRUVIC ACID